4-Amino-2-(4-(benzo[d]oxazol-2-yl)piperazin-1-yl)-N-(4-(2-fluoroethoxy)phenyl)pyrimidine-5-carboxamide NC1=NC(=NC=C1C(=O)NC1=CC=C(C=C1)OCCF)N1CCN(CC1)C=1OC2=C(N1)C=CC=C2